ClC1=C(C=C(C=C1)N1CC(C2=NC(=CC=C21)C(=O)N2C(CN(CC2)C=2C=C(C(=O)OC)C=CN2)(C)C)(C)C)F methyl 2-(4-(1-(4-chloro-3-fluorophenyl)-3,3-dimethyl-2,3-dihydro-1H-pyrrolo[3,2-b]pyridine-5-carbonyl)-3,3-dimethylpiperazin-1-yl)isonicotinate